2,6-di((E)-2-(pyridin-4-yl)vinyl)anthracene-9,10-dione N1=CC=C(C=C1)/C=C/C1=CC=2C(C3=CC=C(C=C3C(C2C=C1)=O)\C=C\C1=CC=NC=C1)=O